4-(4-((1R,5S)-3,8-diazabicyclo[3.2.1]octan-3-yl)-8-fluoro-2-methoxypyrido[4,3-d]pyrimidin-7-yl)-5-chloronaphthalen-2-ol HCl salt Cl.[C@H]12CN(C[C@H](CC1)N2)C=2C1=C(N=C(N2)OC)C(=C(N=C1)C1=CC(=CC2=CC=CC(=C12)Cl)O)F